C(=O)(OCC1C2=CC=CC=C2C2=CC=CC=C12)N[C@@H](CC(C)C)C(=O)O N-(Fmoc)-leucine